C(C=C)(=O)OCCC1C(OC1)C(F)(F)F 3-(2-acryloyloxyethyl)-2-trifluoromethyloxetane